1-(4-methoxyphenyl)-5-methyl-N-(3-(pyrrolidin-1-yl)phenyl)-1H-1,2,3-triazole-4-carboxamide COC1=CC=C(C=C1)N1N=NC(=C1C)C(=O)NC1=CC(=CC=C1)N1CCCC1